O=C1NC(CCC1C1=NN(C2=CC(=C(C=C12)F)C1CCN(CC1)C[C@H]1C(CN(CC1)C(=O)OC(C)(C)C)(C)C)C)=O tert-butyl (4R)-4-((4-(3-(2,6-dioxopiperidin-3-yl)-5-fluoro-1-methyl-1H-indazol-6-yl)piperidin-1-yl)methyl)-3,3-dimethylpiperidine-1-carboxylate